[W].BrC1=CC=C(C=C1)C(C(=O)NC1=C(C=CC(=C1)OC)NCC1=C(C=CC=C1)Cl)C 2-(4-bromophenyl)-N-(2-((2-chlorobenzyl)amino)-5-methoxyphenyl)propanamide tungsten